FC=1C=C(C=C(C1F)F)[Mg]Br 3,4,5-trifluoro-phenylmagnesium bromide